(3R,5S)-5-Hydroxy-3,6,6-trimethyl-heptanoic acid methoxy-methyl-amide CON(C(C[C@@H](C[C@@H](C(C)(C)C)O)C)=O)C